2-((6-(4-((((R)-1-(2-chlorophenyl)ethoxy)carbonyl)amino)-3-methylisoxazol-5-yl)-5-fluoropyridin-3-yl)carbamoyl)cyclohexane-1-carboxylic acid ClC1=C(C=CC=C1)[C@@H](C)OC(=O)NC=1C(=NOC1C1=C(C=C(C=N1)NC(=O)C1C(CCCC1)C(=O)O)F)C